ClC1=C(C=CC(=C1)Cl)C1NS(N(C=C1C(=O)OCC)CC1=CC=C(C=C1)CO)(=O)=O Ethyl 3-(2,4-dichlorophenyl)-6-(4-(hydroxymethyl)benzyl)-3,6-dihydro-2H-1,2,6-thiadiazine-4-carboxylate 1,1-dioxide